C(N)(=O)C1N(C(CC1)C(F)(F)F)C(=O)OC(C)(C)C tert-butyl 2-carbamoyl-5-(trifluoromethyl)pyrrolidine-1-carboxylate